N-tert-butyl-4-[[2-(3-chloro-4-hydroxy-phenyl)acetyl]amino]pyridine-2-carboxamide Diethyl-2-[[4-[[1-(9H-fluoren-9-ylmethoxycarbonyl)-4-piperidyl]oxy]anilino]methylene]propanedioate C(C)OC(C(C(=O)OCC)=CNC1=CC=C(C=C1)OC1CCN(CC1)C(=O)OCC1C2=CC=CC=C2C=2C=CC=CC12)=O.C(C)(C)(C)NC(=O)C1=NC=CC(=C1)NC(CC1=CC(=C(C=C1)O)Cl)=O